1-(3,4-dichlorophenyl)-3-(1-methyl-1H-pyrrol-2-yl)quinazoline-2,4(1H,3H)-dione ClC=1C=C(C=CC1Cl)N1C(N(C(C2=CC=CC=C12)=O)C=1N(C=CC1)C)=O